3-((2-(tert-butoxycarbonyl)-1,2,3,4-tetrahydroisoquinolin-6-yl)amino)propionic acid C(C)(C)(C)OC(=O)N1CC2=CC=C(C=C2CC1)NCCC(=O)O